NC1=NC=2C=CC(=CC2C2=C1[C@H](OC2)C)C(=O)N(CC2=NC=C(C=C2)C(F)(F)F)[C@H]2[C@H](C2)N (3R)-4-amino-N-((1R,2s)-2-aminocyclopropyl)-3-methyl-N-((5-(trifluoromethyl)-2-pyridinyl)methyl)-1,3-dihydrofuro[3,4-c]quinoline-8-carboxamide